O=C1NC(CCC1N1C(C2=CC=CC(=C2C1=O)N1CCNCC1)=O)=O 2-(2,6-dioxo-piperidin-3-yl)-4-(piperazin-1-yl)isoindole-1,3-dione